C(C1=CC=CC=C1)OC(=O)N[C@@H](CCNC(OC(C)(C)C)=O)CO Tert-butyl N-[(3S)-3-(benzyloxycarbonylamino)-4-hydroxybutyl]carbamate